1-benzyl-3-(benzyloxymethyl)-5-methoxy-4-(trifluoromethyl)-1H-pyrazole C(C1=CC=CC=C1)N1N=C(C(=C1OC)C(F)(F)F)COCC1=CC=CC=C1